7-(1-methylcyclobutyl)pyrrolo[2,1-f][1,2,4]triazine-6-carbonitrile CC1(CCC1)C1=C(C=C2C=NC=NN21)C#N